2-[4-(1-Oxopentyl)phenoxy]-3-pyridinecarboxylic acid O=C(CCCC)C1=CC=C(OC2=NC=CC=C2C(=O)O)C=C1